(1R,4s)-4-(8-(2,6-dichloro-4-cyanophenylamino)-2-((1S,3S)-3-hydroxycyclohexylamino)-9H-purin-9-yl)-1-methylcyclohexanecarboxamide ClC1=C(C(=CC(=C1)C#N)Cl)NC=1N(C2=NC(=NC=C2N1)N[C@@H]1C[C@H](CCC1)O)C1CCC(CC1)(C(=O)N)C